[6-chloro-5-(1,3-dioxolan-2-yl)-2-fluorothieno[3,2-b]thiophen-3-yl](trimethyl)silane ClC1=C(SC2=C1SC(=C2[Si](C)(C)C)F)C2OCCO2